tert-butyl 2-[(imidazo[1,2-a]pyrimidine-6-carbonylamino)methyl]-8-azaspiro[2.5]octane-8-carboxylate N=1C=CN2C1N=CC(=C2)C(=O)NCC2CC21CCCCN1C(=O)OC(C)(C)C